COC1=CC=C(C(=O)OC2=C(C=C(C=C2)OC(C2=CC=C(C=C2)OC)=O)C(CC)=O)C=C1 2-propionyl-1,4-phenylene bis(4-methoxybenzoate)